C(C1=CC=CC=C1)O[C@H](CN1CCN(CC1)C(C1=CC=CC=C1)(C1=CC=CC=C1)C1=CC=CC=C1)[C@H]([C@H](CCOCC1=CC=CC=C1)OCC1=CC=CC=C1)OCC1=CC=CC=C1 (2R,3S,4S)-2,3,4,6-tetrakis(benzyloxy)-1-(4-tritylpiperazin-1-yl)hexane